C(C)(C)(C)[C@@H]1CC(N[C@H]1CO[Si](C1=CC=CC=C1)(C1=CC=CC=C1)C(C)(C)C)=O (4S,5R)-4-tert-butyl-5-[[tert-butyl(diphenyl)silyl]oxymethyl]pyrrolidin-2-one